CC(CO)(CCCCCCCCCCCCCCC)O 2-methyl-heptadecane-1,2-diol